1-bromohexa-2,4-diene BrCC=CC=CC